C(\C=C\C(=O)O)(=O)O.C(\C=C\C(=O)O)(=O)O.ClC=1C=CC(=C(CN2CCN(CC2)C(C)C)C1)OCC 1-(5-chloro-2-ethoxybenzyl)-4-isopropylpiperazine difumarate